FC1=CC2=C(N(C3=C(NC2=O)C=CC=C3)\C=C/C(F)(F)F)C=C1 2-fluoro-5-[(1Z)-3,3,3-trifluoroprop-1-en-1-yl]-5,10-dihydro-11H-dibenzo[b,e][1,4]diazepin-11-one